N-acetyloxy-1-[9-ethyl-6-(2-methylbenzoyl)-9H-carbazol-3-yl]-3-cyclopentylpropane-1-imine C(C)(=O)ON=C(CCC1CCCC1)C=1C=CC=2N(C3=CC=C(C=C3C2C1)C(C1=C(C=CC=C1)C)=O)CC